NC=1C=C(C=CC1O)C(C(F)(F)F)(C(F)(F)F)C1=CC(=C(C=C1)O)N 2,2-bis(3-amino-4-hydroxyphenyl)-1,1,1,3,3,3-hexafluoropropane